3-phenylpiperidine C1(=CC=CC=C1)C1CNCCC1